N-(1H-indol-7-yl)-5-(3,4,5-trimethoxyphenyl)-[1,2,4]triazolo[1,5-c]pyrimidin-2-amine N1C=CC2=CC=CC(=C12)NC1=NN2C(=NC=CC2=N1)C1=CC(=C(C(=C1)OC)OC)OC